CC=1C(=NC=CC1)NC(C)=O N-(3-methyl-pyridin-2-yl)-acetamide